C(#N)C=1C=CC(=NC1)N[C@H]1[C@H](CN(CC1)S(=O)(=O)C1=CC=C(C=C1)C=1C=C2C(=NC1)NC=C2C#N)O 5-[4-[[(3S,4R)-4-[(5-cyano-2-pyridinyl)amino]-3-hydroxy-1-piperidinyl]sulfonyl]phenyl]-1H-pyrrolo[2,3-b]pyridine-3-carbonitrile